(3beta,5alpha,24R)-Ergost-8(14)-en-3-ol CC(C)[C@H](C)CC[C@@H](C)[C@H]1CCC2=C3CC[C@H]4C[C@H](CC[C@]4(C)[C@H]3CC[C@]12C)O